tert-butyl 3-(3,4-difluorophenoxy)azetidine-1-carboxylate FC=1C=C(OC2CN(C2)C(=O)OC(C)(C)C)C=CC1F